3-(piperazin-1-yl)thieno[3,2-d]pyrimidin-4-one N1(CCNCC1)N1C=NC2=C(C1=O)SC=C2